NC1=NC(=C(C(=C1C#N)C=1C=C(C=CC1)C1=CC=C(C=C1)Cl)C#N)C1=CC=CC=C1 2-amino-4-(4'-chloro-[1,1'-biphenyl]-3-yl)-6-phenylpyridine-3,5-dicarbonitrile